2-methoxy-5-(4,4,5,5-tetramethyl-1,3,2-dioxaborolan-2-yl)pyridine COC1=NC=C(C=C1)B1OC(C(O1)(C)C)(C)C